(2-methoxy-6-(trifluoromethyl)phenyl)methanol COC1=C(C(=CC=C1)C(F)(F)F)CO